3-(3-(5-(3-(5-(2-(3-Bromophenyl)-1-hydroxypropan-2-yl)-1H-imidazol-2-yl)-4-fluorophenoxy)-6-fluoro-1H-indol-4-yl)propoxy)propanoic acid BrC=1C=C(C=CC1)C(CO)(C)C1=CN=C(N1)C=1C=C(OC=2C(=C3C=CNC3=CC2F)CCCOCCC(=O)O)C=CC1F